ClC1=CN(C2=NC=CC(=C21)B2OC(C(O2)(C)C)(C)C)C(=O)OC(C)(C)C tert-butyl 3-chloro-4-(4,4,5,5-tetramethyl-1,3,2-dioxaborolan-2-yl)-1H-pyrrolo[2,3-b]pyridine-1-carboxylate